CC1=C(C(=CC(=C1C)CCCC)C)O 2,6-dimethylmethyl-4-butylphenol